S1C(=NC2=C1C=CC=C2)CN2CCN(CC2)C2=C(C#N)C(=CC(=C2)C2CC2)F 2-(4-(benzo[d]thiazol-2-ylmethyl)piperazin-1-yl)-4-cyclopropyl-6-fluorobenzonitrile